N-[4-[2-(2-aminoethoxy)ethylcarbamoyl]-3-chloro-phenyl]-5-[1-(5-amino-2-pyridyl)-3-(trifluoromethyl)pyrazol-4-yl]-1-methyl-imidazole-2-carboxamide NCCOCCNC(=O)C1=C(C=C(C=C1)NC(=O)C=1N(C(=CN1)C=1C(=NN(C1)C1=NC=C(C=C1)N)C(F)(F)F)C)Cl